FC(C(=O)O)(F)F.N[C@H]1CCC([C@H](C(NC=2C=NN(C2C=2C=CN=C1C2)C)=O)C)F (9S,13S)-13-amino-10-fluoro-3,9-dimethyl-3,4,7,15-tetraazatricyclo[12.3.1.02,6]octadeca-1(18),2(6),4,14,16-pentaen-8-one trifluoroacetate